2-[1-[(4-chlorophenyl)methyl]-5-oxopyrrolidin-2-yl]-N-methylsulfonylacetamid ClC1=CC=C(C=C1)CN1C(CCC1=O)CC(=O)NS(=O)(=O)C